Tert-butyl 4-(2,6-bis((2,5,8,11,14,17,20,23-octaoxapentacosan-25-yl)carbamoyl)-4-nitrophenoxy)butanoate COCCOCCOCCOCCOCCOCCOCCOCCNC(=O)C1=C(OCCCC(=O)OC(C)(C)C)C(=CC(=C1)[N+](=O)[O-])C(NCCOCCOCCOCCOCCOCCOCCOCCOC)=O